ClC1=C2C(N(C(NC2=C(C=C1)S(=O)(=O)C=1C=C(C2=C(SC=C2)C1)F)=O)O)=O 5-chloro-8-((4-fluorobenzo[b]thiophen-6-yl)sulfonyl)-3-hydroxyquinazoline-2,4(1H,3H)-dione